C(C)(C)(C)N(C(O)=O)C=1C(=C2C(=NC1)SC(=N2)C)C(C(F)(F)F)O.NC(CCCCCCCCC)(N)N tri-aminodecane tert-butyl-(2-methyl-7-(2,2,2-trifluoro-1-hydroxyethyl)thiazolo[5,4-b]pyridin-6-yl)carbamate